1-[(3S,4R)-1-(azetidin-3-ylcarbonyl)-4-(4-fluorophenyl)pyrrolidin-3-yl]-3-[3,5-bis(trifluoromethyl)phenyl]-1,3-dimethylurea monohydrochloride Cl.N1CC(C1)C(=O)N1C[C@H]([C@@H](C1)C1=CC=C(C=C1)F)N(C(=O)N(C)C1=CC(=CC(=C1)C(F)(F)F)C(F)(F)F)C